CC(C\C=C/CCCCCCCC(=O)SCCNC(CCNC([C@@H](C(COP(OP(OC[C@@H]1[C@H]([C@H]([C@@H](O1)N1C=NC=2C(N)=NC=NC12)O)OP(=O)(O)O)(=O)O)(=O)O)(C)C)O)=O)=O)CCCCCC 12-methyloleoyl-CoA